N-((1,2,3,5,6,7-hexahydro-s-indacen-4-yl)carbamoyl)-4-(2-hydroxypropan-2-yl)-5-(piperazin-1-ylmethyl)furan-2-sulfonamide C1CCC2=C(C=3CCCC3C=C12)NC(=O)NS(=O)(=O)C=1OC(=C(C1)C(C)(C)O)CN1CCNCC1